ethyl 6-(4-(3-bromopyridin-2-yl)piperazin-1-yl)-2-azaspiro[3.4]octane-2-carboxylate BrC=1C(=NC=CC1)N1CCN(CC1)C1CC2(CN(C2)C(=O)OCC)CC1